1,3-bis(α-hydroxyhexafluoroisopropyl)benzene OC(C(F)(F)F)(C(F)(F)F)C1=CC(=CC=C1)C(C(F)(F)F)(C(F)(F)F)O